1-isocyanato-3-(trifluoromethoxy)benzene N(=C=O)C1=CC(=CC=C1)OC(F)(F)F